FC1=C(C=C(C(=O)N[C@@H]2[C@H](CCCC2)O)C=C1)\C=C(\C=1C=NC=C(C1)CN1CCN(CC1)C)/F 4-Fluoro-3-[(Z)-2-fluoro-2-{5-[(4-methylpiperazin-1-yl)methyl]pyridin-3-yl}vinyl]-N-[(1s,2s)-2-hydroxycyclohexyl]benzamide